N-Hydroxyphthalimide Carbon [C].ON1C(C=2C(C1=O)=CC=CC2)=O